N-(5-cyclobutyl-1H-pyrazol-3-yl)-2-(4-((2-(2,6-dioxopiperidin-3-yl)-1-oxoisoindolin-5-yl)methoxy)phenyl)acetamide C1(CCC1)C1=CC(=NN1)NC(CC1=CC=C(C=C1)OCC=1C=C2CN(C(C2=CC1)=O)C1C(NC(CC1)=O)=O)=O